5-[1-fluoro-3-hydroxy-7-(methylamino)naphthalen-2-yl]-1λ6,2,5-thiadiazolidine-1,1,3-trione FC1=C(C(=CC2=CC=C(C=C12)NC)O)N1CC(NS1(=O)=O)=O